NC1=C2C(=NC(=N1)[C@H]1CN(CCC1)C(\C=C\CN(C)CCCCN)=O)NN=C2C(=O)NC2=C(C(=C(C=C2)CC(=O)N(C)C)C)C 4-amino-[(3R)-1-[(E)-4-[4-aminobutyl(methyl)amino]but-2-enoyl]-3-piperidyl]-N-[4-[2-(dimethylamino)-2-oxo-ethyl]-2,3-dimethyl-phenyl]pyrazolo[3,4-d]pyrimidine-3-carboxamide